C(C)(C)(C)OC(NC1=CNC2=CC=C(C=C12)Br)=O.BrC=1C=C2C(=CN(C2=CC1)C(=O)OC(C)(C)C)NC(=O)OC(C)(C)C tert-butyl 5-bromo-3-((tert-butoxycarbonyl)amino)-1H-indole-1-carboxylate tert-Butyl-N-(5-bromo-1H-indol-3-yl)carbamate